4-amino-2-isopropylbenzonitrile NC1=CC(=C(C#N)C=C1)C(C)C